CC=1C=C2C(=CC1)NC1=C2NC2=CC=CC=C2C1=O 7-methyl-5,10-dihydro-11H-indolo[3,2-b]quinolin-11-one